2-amino-6-chloro-3-nitrobenzoic acid methyl ester COC(C1=C(C(=CC=C1Cl)[N+](=O)[O-])N)=O